C1N(CCC2=CC=CC=C12)[C@H]1[C@@H](CN(CC1)C1=NC=NC(=C1)NC1=CC(=C(C(=C1)F)F)F)O trans-4-(3,4-dihydroisoquinolin-2(1H)-yl)-1-(6-((3,4,5-Trifluorophenyl)amino)pyrimidin-4-yl)piperidin-3-ol